C(CCCCCCCCCCC)CCC(=O)OCC(COC(CCCCCCCCCCCCCC)=O)(COC(CCCCCCCCCCCCCC)=O)COC(CCCCCCCCCCCCCC)=O pentaerythritol-tetra(3-lauryl propionate)